C(C1=CC=CC=C1)NC(C([C@H](C[C@H]1C(NCC1)=O)NC(=O)[C@H]1N(C[C@H]2[C@@H]1CCC2)C(=O)C=2NC1=CC=CC(=C1C2)OC(F)F)=O)=O (1S,3aR,6aS)-N-((S)-4-(benzylamino)-3,4-dioxo-1-((S)-2-oxopyrrolidin-3-yl)butan-2-yl)-2-(4-(difluoromethoxy)-1H-indole-2-carbonyl)octahydrocyclopenta[c]pyrrole-1-carboxamide